C(C)C1=NC=C(C(=N1)C1CCN(CC1)CC(=O)N1CCCCC1)C1=CC(=NO1)C 2-(4-(2-Ethyl-5-(3-methylisoxazol-5-yl)pyrimidin-4-yl)piperidin-1-yl)-1-(piperidin-1-yl)ethan-1-one